diethyl ((3-bromo-5-(methylthio)-7-(4,4,4-trifluorobutoxy)benzo[b]thiophen-2-yl)difluoromethyl)phosphonate BrC=1C2=C(SC1C(F)(F)P(OCC)(OCC)=O)C(=CC(=C2)SC)OCCCC(F)(F)F